Br.Br.O1CCNNCC1 [1,4,5]-oxadiazepane dihydrobromide